C(C)(=O)C1=CN=C2N1C1=CC=C(C=C1N(C2=O)C=2C(=NC=CC2)C)C(F)(F)F 1-Acetyl-5-(2-methylpyridin-3-yl)-7-(trifluoromethyl)imidazo[1,2-a]quinoxalin-4(5H)-one